(2S,3R)-3-((2-amino-6-methylpyridin-4-yl)methyl)-N2-(1-methyl-1H-imidazol-2-yl)-N1-((R)-1-(4-fluorophenyl)propyl)-N2-methyl-4-oxoazetidine-1,2-dicarboxamide NC1=NC(=CC(=C1)C[C@@H]1[C@H](N(C1=O)C(=O)N[C@H](CC)C1=CC=C(C=C1)F)C(=O)N(C)C=1N(C=CN1)C)C